O1C(=NC2=C1C=CC=C2)OC2CCN(CC2)C(CNC(C2=C(C=CC=C2F)Cl)=O)C2=C(N=CS2)C(F)F N-{2-[4-(1,3-Benzoxazol-2-yloxy)piperidin-1-yl]-2-[4-(difluoromethyl)-1,3-thiazol-5-yl]ethyl}-2-chloro-6-fluorobenzamid